BrC1=CC=C2C(=C(C=NC2=C1)[N+](=O)[O-])NCC1=CC=C(C=C1)OC (7-bromo-3-nitro-quinolin-4-yl)-(4-methoxy-benzyl)-amine